FC(COC=1C=C(C(=NC1OC)N)F)F 5-(2,2-difluoroethoxy)-3-fluoro-6-methoxypyridin-2-amine